FC1=C(C(=O)NC(CC)CC)C=C(C(=C1)F)F 2,4,5-trifluoro-N-(pent-3-yl)benzamide